ClC1=C(C=NN1CC(CF)F)N 5-chloro-1-(2,3-difluoropropyl)-1H-pyrazol-4-amine